(R)-1-(2-((2-((2-fluoro-2'-methyl-[1,1'-biphenyl]-3-yl)amino)-2-oxoethyl)(1-hydroxypropan-2-yl)amino)-2-oxoethyl)-1H-indazole-3-carboxamide FC1=C(C=CC=C1NC(CN(C(CN1N=C(C2=CC=CC=C12)C(=O)N)=O)[C@@H](CO)C)=O)C1=C(C=CC=C1)C